5,12-dimethyl-quinolino[2,3-b]acridine-7,14(5H,12H)-dione CN1C=2C=C3C(=CC2C(C=2C=CC=CC12)=O)N(C1=CC=CC=C1C3=O)C